N-(2-(3,3-difluoropyrrolidin-1-yl)-4-(2-fluoro-phenyl)pyridin-3-yl)-2-methylpyrimidine-5-carboxamide FC1(CN(CC1)C1=NC=CC(=C1NC(=O)C=1C=NC(=NC1)C)C1=C(C=CC=C1)F)F